BrC=1C(=CC2=C(NC=N2)C1)OCCN1CCOCC1 2-[(6-bromo-1H-benzimidazol-5-yl)oxy]ethyl-morpholine